2-(2,4-Difluoro-3-hydroxy-5-(trifluoromethyl)phenyl)-N-((1-hydroxycyclobutyl)methyl)benzo[d]oxazole-5-carboxamide FC1=C(C=C(C(=C1O)F)C(F)(F)F)C=1OC2=C(N1)C=C(C=C2)C(=O)NCC2(CCC2)O